C(C)OC1=C(C=NC(=C1)OCC1=CC=C(C=C1)OC)C1=CC(=C(C=C1)CC(=O)NC=1C=C(C(=O)NCCN2CCN(CC2)C)C=C(C1)C(F)(F)F)F 3-(2-(4-(4-ethoxy-6-[(4-methoxyphenyl)methoxy]pyridin-3-yl)-2-fluorophenyl)acetamido)-N-(2-(4-methylpiperazin-1-yl)ethyl)-5-(trifluoromethyl)benzamide